NC1=C(SC=C1Cl)C(C)=O 1-(3-amino-4-chlorothiophen-2-yl)ethanone